BrC1=NC(=C(C=C1)F)C=O 2-Bromo-5-fluoropyridine-6-carboxaldehyde